(3R)-HYDROXYBUTYL (3R)-HYDROXYBUTYRATE OC(C(=O)OCCCCO)CC